2-butyl-4-methyl-6-(1'-methylbenzimidazol-2-yl)benzimidazole fluoroethyl-α-allyloxymethylacrylate FCCOC(C(=C)COCC=C)=O.C(CCC)C=1NC2=C(N1)C=C(C=C2C)C2=NC1=C(N2C)C=CC=C1